Methyl 2-(chloromethyl)-1-((1-ethyl-1H-imidazol-4-yl)methyl)-1H-benzo[d]imidazole-6-carboxylate ClCC1=NC2=C(N1CC=1N=CN(C1)CC)C=C(C=C2)C(=O)OC